NC1=NC=CC=C1S(=O)(=O)NC(=O)C=1C(=NC(=CC1)C1=NC(=CC=C1)N(CC)CC)N1C(C[C@@H](C1)C)(C)C N-[(2-Amino-3-pyridyl)sulfonyl]-6-[6-(diethylamino)-2-pyridyl]-2-[(4S)-2,2,4-trimethylpyrrolidin-1-yl]pyridin-3-carboxamid